C(=O)[O-] (12s)format